C(OCC)(=S)SCC1=CC=CC=C1 S-benzyl O-ethyl carbonodithioate